2-amino-4,5-dichloropyrimidine NC1=NC=C(C(=N1)Cl)Cl